BrC1=CC=C(C=C1)C1CN(CCC1)CC 3-(4-bromophenyl)-1-ethylpiperidine